ClC1=CC(=NC=N1)NC(C=O)CC(=O)N1CCC(CC1)N1C(NC2=CC=CC=C2C1)=O 2-(6-chloro-pyrimidin-4-ylamino)-4-[4-(2-oxo-1,4-dihydro-2H-quinazolin-3-yl)-piperidin-1-yl]-butane-1,4-dione